C(C)(C)(C)NC1=C(C(=O)NC2=CC=C(C=C2)C2(CCCC2)C#N)C=CC=N1 2-(tert-butylamino)-N-(4-(1-cyanocyclopentyl)phenyl)nicotinamide